N(=[N+]=[N-])CCOCCOCC(C(=O)OC)(C)C methyl 3-[2-(2-azidoethoxy) ethoxy]-2,2-dimethylpropionate